NC1=NC=2C=C(C(=CC2C2=C1C=NN2C)C(=O)N2C(CC[C@@H](C2)C)C=2C=C1CC3(C(NC1=C(C2)F)=O)CC3)F 6'-((5S)-1-(4-amino-7-fluoro-1-methyl-1H-pyrazolo[4,3-c]quinoline-8-carbonyl)-5-methylpiperidin-2-yl)-8'-fluoro-1',4'-dihydro-2'H-spiro[cyclopropane-1,3'-quinolin]-2'-one